ClC1=NC=2CCN(C(C2C=C1)C)C(=O)OC(C)(C)C tert-butyl 2-chloro-5-methyl-7,8-dihydro-1,6-naphthyridine-6(5H)-carboxylate